5-[2,3-difluoro-4-[3-methyl-1-[2-oxo-2-(3-pyridylamino)ethyl]pyrazol-4-yl]phenyl]-1-methyl-imidazole-2-carboxamide FC1=C(C=CC(=C1F)C=1C(=NN(C1)CC(NC=1C=NC=CC1)=O)C)C1=CN=C(N1C)C(=O)N